1-(4-{5-[chloro(difluoro)methyl]-1,2,4-oxadiazol-3-yl}benzyl)-1H-pyrazole-4-carbonyl chloride ClC(C1=NC(=NO1)C1=CC=C(CN2N=CC(=C2)C(=O)Cl)C=C1)(F)F